ClC=1C=C(C(=C(C=NC(C(=O)O)C(C)C)C1)O)OC(C1=CN=CC=C1)=O 2-(5-chloro-2-hydroxy-3-(nicotinoyloxy)benzylideneamino)-3-meth-ylbutanoic acid